C1N(CC12CCC2)C2CCC(CC2)NC2=C1C=C(N(C1=CC=C2)CC(F)(F)F)C#CCNC2=C(C=C(C(=O)NC)C=C2)OC 4-((3-(4-(((1S,4S)-4-(2-azaspiro[3.3]heptan-2-yl)cyclohexyl)amino)-1-(2,2,2-trifluoroethyl)-1H-indol-2-yl)prop-2-yn-1-yl)amino)-3-methoxy-N-methylbenzamide